tert-butyl (S)-(1-(4-ethoxy-5-((8-fluoro-2-methylimidazo[1,2-a]pyridin-6-yl)carbamoyl)pyrimidin-2-yl)pyrrolidin-3-yl)(methyl)carbamate C(C)OC1=NC(=NC=C1C(NC=1C=C(C=2N(C1)C=C(N2)C)F)=O)N2C[C@H](CC2)N(C(OC(C)(C)C)=O)C